C(#C)C1=CC=C(C=C1)CCNC(OC(C)(C)C)=O tert-butyl (4-ethynylphenylethyl)carbamate